tert-Butyl 4-((6-((5-(tetrahydrofuran-3-yl)-1H-pyrazol-3-yl)amino)pyrazin-2-yl)oxy)piperidine-1-carboxylate O1CC(CC1)C1=CC(=NN1)NC1=CN=CC(=N1)OC1CCN(CC1)C(=O)OC(C)(C)C